N1=CC=C2N1CC(NCC2)=O 4H,5H,6H,7H,8H-pyrazolo[1,5-d][1,4]diazepin-7-one